(2R,6R)-N-[(1R,4R)-2-azabicyclo[2.2.1]heptan-5-yl]-6-methyl-4-[8-(trifluoromethyl)-5-quinolinyl]morpholine-2-carboxamide [C@H]12NC[C@H](C(C1)NC(=O)[C@H]1CN(C[C@H](O1)C)C1=C3C=CC=NC3=C(C=C1)C(F)(F)F)C2